N-(4-(6-methoxy-7-((1-(2-methoxyethyl)piperidin-4-yl)methoxy)quinazolin-4-yl)phenyl)-4-phenylbutanamide COC=1C=C2C(=NC=NC2=CC1OCC1CCN(CC1)CCOC)C1=CC=C(C=C1)NC(CCCC1=CC=CC=C1)=O